C(CC)P1(OP(OP(O1)(CCC)=O)(CCC)=O)=O 2,4,6-tripropyl-1,3,5,2,4,6-trioxatriphosphine-2,4,6-trioxide